F[B-](F)(F)F.CC1=CC=C(C=C1)[I+]C1=CC=C(C=C1)C Di-(4-methylphenyl)-iodonium tetrafluoroborat